C(CCCCCCCCCCCC=CCCCCCCCC)(=O)OCCCCCCCCCCCCCCCCCCCCCCCCCCCCCCCCCCCCC(=O)O 37-(docos-13-enoyloxy)-heptatriacontanoic acid